9,10-dicyanoanthracene C(#N)C=1C2=CC=CC=C2C(=C2C=CC=CC12)C#N